boron-zinc-silicon [Si].[Zn].[B]